FC(C1=CC(NC(N1)=O)=O)(F)F 6-(trifluoromethyl)pyrimidine-2,4(1H,3H)-dione